rac-(1R,2R,3R,3aR,8bS)-2-amino-6,8-dimethoxy-3a-(4-methoxyphenyl)-3-phenyl-2,3,3a,8b-tetrahydro-1H-cyclopenta[b]benzofuran-1,8b-diol N[C@H]1[C@H]([C@@]2([C@@](OC3=C2C(=CC(=C3)OC)OC)([C@@H]1C1=CC=CC=C1)C1=CC=C(C=C1)OC)O)O |r|